The molecule is a 2-hydroxyphenylalanine that has L-configuration. It has a role as a human metabolite. It is an enantiomer of a D-o-tyrosine. C1=CC=C(C(=C1)C[C@@H](C(=O)O)N)O